1-((3S,4R,5R,6R)-4,5-bis(benzyloxy)-6-((benzyloxy)methyl)tetrahydro-2H-pyran-3-yl)guanidine C(C1=CC=CC=C1)O[C@@H]1[C@H](CO[C@@H]([C@@H]1OCC1=CC=CC=C1)COCC1=CC=CC=C1)NC(=N)N